NC1=NC(=NN1C(C1=C(C=CC=C1F)F)=O)NC1=CC=C(C=C1)S(=O)(=O)N 4-[[5-amino-1-(2,6-difluorobenzoyl)-1H-1,2,4-triazol-3-yl]amino]benzenesulfonamide